[Br-].C(C(=C)C)(=O)C[N+](C)(C)CC methacryloyl-ethyl-trimethyl-ammonium bromide